CN(C1=CC=C(C=CC=[N+]([O-])C2=C(C=C(C=C2)C(=O)O)C)C=C1)C alpha-[p-(dimethylamino)styryl]-N-(2-methyl-4-carboxyphenyl)nitrone